ClC=1C(=NN(C1)CC1CCOCC1)C(=O)NC1=NC=C(C=C1C)C#CC1=CC=CC=C1 4-chloro-N-(3-methyl-5-(phenylethynyl)pyridin-2-yl)-1-((tetrahydro-2H-pyran-4-yl)methyl)-1H-pyrazole-3-carboxamide